(10,15,16,17-tetrahydro-5,10,15,17-tetraoxo-5H-dinaphtho[2,3-a:2',3'-i]carbazole-4,9-diyl)bis(benzamide) O=C1C=2C(=CC=CC2C(C=2C1=CC=C1C3=CC(=C4C(=C3NC21)C(C=2C=CC=CC2C4=O)=O)C4=C(C(=O)N)C=CC=C4)=O)C4=C(C(=O)N)C=CC=C4